(4bS,6R)-1-(1-methanesulfonyl-1-methyl-ethyl)-5-methyl-5,6,8a,9-tetrahydro-8H-7,10-dioxa-2,4,4b-triazaphenanthrene-3-carboxylic acid (2-hydroxy-1-methyl-ethyl)-amide OCC(C)NC(=O)C=1N=C(C=2OCC3COCC(N3C2N1)C)C(C)(C)S(=O)(=O)C